N-(4-acetylphenyl)-4-(6-methyl-2-{[4-(morpholin-4-yl)phenyl]amino}pyrimidin-4-yl)piperazine-1-carboxamide C(C)(=O)C1=CC=C(C=C1)NC(=O)N1CCN(CC1)C1=NC(=NC(=C1)C)NC1=CC=C(C=C1)N1CCOCC1